C(=O)C1CCC(CC1)CCCCC(=O)OC methyl 5-(4-formylcyclohexyl)pentanoate